N-((4-(2-(difluoromethyl)-2H-1,2,3-triazol-4-yl)-6-(4-fluorophenyl)pyridin-3-yl)methyl)acrylamide FC(N1N=CC(=N1)C1=C(C=NC(=C1)C1=CC=C(C=C1)F)CNC(C=C)=O)F